(2-ethyl-7-isopropyl-4-oxo-pyrazolo[3,4-d]pyridazin-5-yl)-N-[(3R)-1-methyl-3-piperidinyl]acetamide C(C)N1N=C2C(=NN(C(C2=C1)=O)CC(=O)N[C@H]1CN(CCC1)C)C(C)C